C(C)(C)(C)OC(=O)N1[C@H]2CN(C[C@@H]1CC2)C2=NC(=NC1=C(C(=C(C=C21)Cl)Br)F)OC[C@]21CCCN1C[C@@H](C2)F (1R,5S)-3-(2-{[(2R,7aS)-2-fluoro-hexahydro-1H-pyrrolizin-7a-yl]methoxy}-7-bromo-6-chloro-8-fluoroquinazolin-4-yl)-3,8-diazabicyclo[3.2.1]octane-8-carboxylic acid tert-butyl ester